N1=CN=C(C2=C1NC=C2)N2CCC(CC2)C2=C(C(=O)N)C=CC(=C2)F (1-(7H-pyrrolo[2,3-d]pyrimidin-4-yl)piperidin-4-yl)-4-fluorobenzamide